[Si](C)(C)(C(C)(C)C)OC[C@@H](C)N(C(CN1N=C(C2=CC=CC=C12)C(N)=O)=O)CC(=O)O (R)-2-(N-(1-((tert-butyldimethylsilyl)oxy)propan-2-yl)-2-(3-carbamoyl-1H-indazol-1-yl)acetamido)acetic acid